2-(((5-Chloro-3-isopropylpyrazolo[1,5-a]pyrimidin-7-yl)amino)methyl)-N,N-dimethylquinolin-8-amine ClC1=NC=2N(C(=C1)NCC1=NC3=C(C=CC=C3C=C1)N(C)C)N=CC2C(C)C